6-fluoro-N-((3R,4S)-3-fluoro-1-methylpiperidin-4-yl)-5-(1-(2-fluoroethyl)-1H-benzo[d][1,2,3]triazol-6-yl)-4-methoxypyrrolo[2,1-f][1,2,4]triazin-7-d-2-amine FC=1C(=C2C(=NC(=NN2C1[2H])N[C@@H]1[C@@H](CN(CC1)C)F)OC)C=1C=CC2=C(N(N=N2)CCF)C1